C(C)(C)C1=NN(C(=C1NC(=O)N=S(=O)(N)C=1SC=C(C1)C(C)(C)O)C(C)C)C1=CC=CC=C1 N'-((3,5-diisopropyl-1-phenyl-1H-pyrazol-4-yl)carbamoyl)-4-(2-hydroxypropan-2-yl)thiophene-2-sulfonimidamide